2-(2-Methyl-2H-tetrazol-5-yl)pyridin-4-amine-4-d1 nickel-chromium-molybdenum [Mo].[Cr].[Ni].CN1N=C(N=N1)C1=NC=CC(C1)(N)[2H]